2-(4-(3-(3-Chloro-4-(trifluoromethyl)phenyl)ureido)phenyl)-N-methyl-1,5-naphthyridine-4-carboxamide ClC=1C=C(C=CC1C(F)(F)F)NC(NC1=CC=C(C=C1)C1=NC2=CC=CN=C2C(=C1)C(=O)NC)=O